NC(CN1N=CC(=C1)C(=O)N[C@@H]1CCC2=CC(=CC=C12)C1=NOC(=N1)CC)=O (R)-1-(2-amino-2-oxoethyl)-N-(5-(5-ethyl-1,2,4-oxadiazol-3-yl)-2,3-dihydro-1H-inden-1-yl)-1H-pyrazole-4-carboxamide